[C@H]12CCC[C@@H]2C1N1C(=NC=2C1=C1C(=NC2)NC=C1)C1=CC=C(O1)/C=C(\C#N)/C(=O)N1CCOCC1 (E)-3-(5-(1-((1R,5S,6r)-bicyclo[3.1.0]hexan-6-yl)-1,6-dihydroimidazo[4,5-d]pyrrolo[2,3-b]pyridin-2-yl)furan-2-yl)-2-(morpholine-4-carbonyl)acrylonitrile